C12C3CCCCC3OCCN3CCC[C@]4([C@@H]3COC(CC1)CC2)COCN4 (1's,3S,16'R,19's)-8',18'-dioxa-11'-azaspiro[1,4-oxazolidine-3,15'-tetracyclo[17.2.2.02,7.011,16]tricosane]